Cl.CNC1CC2=C(SC=C2)C1 N-methyl-5,6-dihydro-4H-cyclopenta[b]thiophen-5-amine hydrochloride